4-(7-{[(propan-2-yl)amino]methyl}-[1,2,4]triazolo[1,5-a]pyridin-5-yl)benzonitrile CC(C)NCC1=CC=2N(C(=C1)C1=CC=C(C#N)C=C1)N=CN2